C12(CC(C1)C2)C2C[C@H](N(C2)C(=O)OC(C)(C)C)C(N[C@H](C(=O)OC)C[C@H]2C(NCC2)=O)=O (2S)-tert-butyl 4-(bicyclo[1.1.1]pentan-1-yl)-2-(((S)-1-methoxy-1-oxo-3-((S)-2-oxopyrrolidin-3-yl)propan-2-yl)carbamoyl)pyrrolidine-1-carboxylate